N-[2-(2-chlorophenyl)-2-(4-morpholinyl)ethyl]-5-methyl[1,2,4]triazolo[1,5-a]pyrimidin-7-amine ClC1=C(C=CC=C1)C(CNC1=CC(=NC=2N1N=CN2)C)N2CCOCC2